5-(2-((1-(methylsulfonyl)piperidin-4-yl)amino)-5-(trifluoromethyl)pyrimidin-4-yl)isothiazole-3-carboxamide CS(=O)(=O)N1CCC(CC1)NC1=NC=C(C(=N1)C1=CC(=NS1)C(=O)N)C(F)(F)F